ClC=1C=C(C=NC1OC)C1=CC=C(C=C1)[C@H](C)N1C=CC2=C(C=CC(=C12)C(=O)NC1CC2(CCC2)C1)F (Sa)-6-(1-((S)-1-(4-(5-Chloro-6-methoxypyridin-3-yl)phenyl)ethyl)-4-fluoro-1H-indol-7-carboxamido)spiro[3.3]heptan